COC(=O)C1=CC2=C(N(C=N2)C2=CC=C(C=C2)OC)C=C1 1-(4-methoxyphenyl)-1H-benzo[d]Imidazole-5-carboxylic acid methyl ester